FC(C=1C=C(C=C(C1)C(F)(F)F)C1=NN(C=N1)\C=C/C(=O)O)(F)F (Z)-3-(3-(3,5-bis(trifluoromethyl)phenyl)-1H-1,2,4-triazole-1-yl)acrylic acid